(5R)-5-[(1S)-1,2-dihydroxyethyl]-3-{[(2S)-2,3-dihydroxypropyl]oxy}-4-(octyloxy)-2,5-dihydrofuran-2-one O[C@@H](CO)[C@@H]1C(=C(C(O1)=O)OC[C@H](CO)O)OCCCCCCCC